1-(5-((4-(2-methyl-5-phenylthieno[2,3-d]pyrimidin-4-yl)piperazin-1-yl)methyl)-1-oxoisoindolin-2-yl)dihydropyrimidine-2,4(1H,3H)-dione CC=1N=C(C2=C(N1)SC=C2C2=CC=CC=C2)N2CCN(CC2)CC=2C=C1CN(C(C1=CC2)=O)N2C(NC(CC2)=O)=O